N-[(8R)-5-[(1-{4-[(3R)-2,6-DIOXOPIPERIDIN-3-YL]PHENYL}PIPERIDIN-4-YL)METHYL]-5-AZASPIRO[3.5]NONAN-8-YL]-1-[6-(2-HYDROXYPHENYL)PYRIDAZIN-4-YL]-4-PHENOXYPIPERIDINE-4-CARBOXAMIDE O=C1NC(CC[C@@H]1C1=CC=C(C=C1)N1CCC(CC1)CN1C2(CCC2)C[C@@H](CC1)NC(=O)C1(CCN(CC1)C1=CN=NC(=C1)C1=C(C=CC=C1)O)OC1=CC=CC=C1)=O